C(CCCC)N1N=CC=2C1=NC(=NC2NC=2N=CN(C2)C2=CC(=C(C(=C2)OC)OC)OC)C(=C)C 1-pentyl-6-(prop-1-en-2-yl)-N-(1-(3,4,5-trimethoxyphenyl)-1H-imidazol-4-yl)-1H-pyrazolo[3,4-d]Pyrimidin-4-amine